n-propyl 2-cyano-α-cyanocinnamate C(#N)C1=C(C=C(C(=O)OCCC)C#N)C=CC=C1